4-trifluoromethyl-aniline FC(C1=CC=C(N)C=C1)(F)F